ClC=1C(=NN(C1C1=NC2=CC(=C(C=C2C(=C1)C(C)C)N1N=C(N(C1=O)CC)CO)F)C)O (2-(4-chloro-3-hydroxy-1-methyl-1H-pyrazol-5-yl)-7-fluoro-4-isopropylquinolin-6-yl)4-ethyl-5-(hydroxymethyl)-2,4-dihydro-3H-1,2,4-triazol-3-one